1-isopropyl-1H-pyrazolo[3,4-d]Pyrimidine-6-carboxamide C(C)(C)N1N=CC=2C1=NC(=NC2)C(=O)N